4-iodo-1-((1-(2-methoxyethoxy)cycloheptyl)methyl)-5-methyl-1H-pyrazole IC=1C=NN(C1C)CC1(CCCCCC1)OCCOC